3-(5-((5-(4'-fluoro-5,5-dimethyl-3,4,5,6-tetrahydro-[1,1'-biphenyl]-2-carbonyl)-2,5-diazabicyclo[2.2.1]heptan-2-yl)methyl)-1-oxoisoindolin-2-yl)piperidine-2,6-dione FC1=CC=C(C=C1)C1=C(CCC(C1)(C)C)C(=O)N1C2CN(C(C1)C2)CC=2C=C1CN(C(C1=CC2)=O)C2C(NC(CC2)=O)=O